[Na+].C(C)(C)(C)C1=CC=C(C=C1)C=1[Se]C(=CN1)C1=CC=C(CN2CC(C2)C(=O)[O-])C=C1 1-(4-(2-(4-tert-butylphenyl)-1,3-selenazol-5-yl)benzyl)azetidine-3-carboxylic acid sodium salt